O1COC2=C1C=CC(=C2)OC2=NC=NC1=CC(=CC=C21)F 4-(benzo[d][1,3]dioxol-5-yloxy)-7-fluoroquinazoline